dimethyl-(ethyl-cyclopentadienyl)(1,5-dimethylindenyl)zirconium C[Zr](C=1C(C2=CC=C(C=C2C1)C)C)(C1(C=CC=C1)CC)C